NC(C(CCC(=O)OC(C)(C)C)N1C(C2=CC=C(C(=C2C1)OCC1=CCN(CC1)C(=O)OC(C)(C)C)Br)=O)=O Tert-Butyl 4-(((2-(1-Amino-5-(Tert-Butoxy)-1,5-Dioxopentan-2-Yl)-5-Bromo-1-Oxoisoindolin-4-Yl)Oxy)Methyl)-5,6-Dihydropyridine-1(2H)-Carboxylate